(R)-N-(2,2'-dichloro-3'-(5-((3-hydroxypyrrolidin-1-yl)methyl)-6-methoxypyridin-2-yl)-[1,1'-biphenyl]-3-yl)-1-methyl-4,5,6,7-tetrahydro-1H-imidazo[4,5-c]pyridine-2-carboxamide ClC1=C(C=CC=C1NC(=O)C=1N(C2=C(CNCC2)N1)C)C1=C(C(=CC=C1)C1=NC(=C(C=C1)CN1C[C@@H](CC1)O)OC)Cl